CCCCCCC=CC=CC 7,9-undecadiene